Cl.NC1C[C@@H](C[C@@H](C1)O)O (1R,3S,5s)-5-aminocyclohexane-1,3-diol hydrochloride